BrC=1C=C(C(=NC1)F)C(=O)N[C@H](C)C1=C(C(=CC=C1)C(F)F)F 5-bromo-N-[(1R)-1-[3-(difluoromethyl)-2-fluoro-phenyl]ethyl]-2-fluoro-pyridine-3-carboxamide